N[C@H]1CS(C2=C(N(C1)CC1=CC=C(C=C1)Cl)C=C(C(=C2)F)C=2N=NC=C(N2)C21CNCC(C2)C1)(=O)=O (3R)-3-amino-7-[5-(3-azabicyclo[3.1.1]heptan-1-yl)-1,2,4-triazin-3-yl]-5-[(4-chlorophenyl)methyl]-8-fluoro-1,1-dioxo-2,3-dihydro-1λ6,5-benzothiazepine